tert-butyl (6-(((tert-butyldiphenylsilyl)oxy)methyl)pyridin-3-yl)carbamate [Si](C1=CC=CC=C1)(C1=CC=CC=C1)(C(C)(C)C)OCC1=CC=C(C=N1)NC(OC(C)(C)C)=O